OC1=C(C=C(C=C1)C1C(C2(N3CCCC13)C(C1=CC=CC3=CC=CC2=C13)=O)C(C1=CC(=C(C(=C1)OC)OC)OC)=O)OC (4-hydroxy-3-methoxyphenyl)-2'-(3,4,5-trimethoxybenzoyl)-1',2',5',6',7',7a'-hexahydro-2H-spiro[acenaphthylene-1,3'-pyrrolizin]-2-one